methanamine CN